3-(dimethyl-amino)propyl-methacrylamide CN(CCCC=C(C(=O)N)C)C